5-(1H-indole-2-carbonyl)-N-methyl-N-[(1-methyl-1H-pyrazol-5-yl)methyl]-4H,5H,6H,7H-pyrazolo[1,5-a]pyrazine-3-carboxamide N1C(=CC2=CC=CC=C12)C(=O)N1CC=2N(CC1)N=CC2C(=O)N(CC2=CC=NN2C)C